CN1N=C2N(C3=CC=C(C=C3C2=C1)C(=O)NCCOCCOCC(=O)O)C1=CC=C(C=C1)C(F)(F)F 2-{2-[2-({2-methyl-8-[4-(trifluoromethyl)phenyl]-2H,8H-pyrazolo[3,4-b]indol-5-yl}formamido)ethoxy]ethoxy}acetic acid